COC(C1=C(C=C(C(=C1)[N+](=O)[O-])C(F)(F)F)F)=O 2-fluoro-5-nitro-4-(trifluoromethyl)benzoic acid methyl ester